5-(methoxycarbonyl)-2,6-dimethyl-4-phenyl-1,4-dihydropyridine-3-carboxylic acid COC(=O)C=1C(C(=C(NC1C)C)C(=O)O)C1=CC=CC=C1